C(C=C)[C@@]1([C@H]([C@H]([C@@H](C1)N=[N+]=[N-])O)O)CNC(OC(C)(C)C)=O tert-butyl (((1S,2R,3S,4R)-1-allyl-4-azido-2,3-dihydroxycyclopentyl)methyl)carbamate